2-[3-[2-[5-[2-[[3-fluoro-5-(1,1,2,2,3,3,3-heptafluoropropyl)-2-pyridyl]carbamoyl]-4-nitro-phenyl]sulfanyltetrazol-1-yl]ethoxy]-3-oxo-propyl]pentanedioic acid FC=1C(=NC=C(C1)C(C(C(F)(F)F)(F)F)(F)F)NC(=O)C1=C(C=CC(=C1)[N+](=O)[O-])SC1=NN=NN1CCOC(CCC(C(=O)O)CCC(=O)O)=O